FC1=C(C=C2C=CN(C(C2=C1)=O)CCC[C@H](C)NC=1C=NNC(C1C(F)(F)F)=O)C1=NC=C(C=C1)OC(F)(F)F 7-fluoro-2-[(4S)-4-[[6-oxo-5-(trifluoromethyl)-1H-pyridazin-4-yl]amino]pentyl]-6-[5-(trifluoromethoxy)-2-pyridyl]isoquinolin-1-one